(1-(2-bromo-5-methoxy-4-nitrophenyl)piperidin-4-yl)-N,N-di-methylazetidin-3-amine BrC1=C(C=C(C(=C1)[N+](=O)[O-])OC)N1CCC(CC1)N1CC(C1)N(C)C